OC1(CC(C1)N1N=C(C(=C1)NC(=O)C=1N=C(SC1)C=1C=NNC1)C1=NC=CC=C1)C N-(1-((1r,3r)-3-hydroxy-3-methylcyclobutyl)-3-(pyridin-2-yl)-1H-pyrazol-4-yl)-2-(1H-pyrazol-4-yl)thiazole-4-carboxamide